(Z)-2-(3-cyclopropylmethoxy-4-methoxyphenyl)-3-(2,6-dimethyl-4-carbonylpyridin-1(4H)-yl)-acrylic acid ethyl ester C(C)OC(\C(=C/N1C(=CC(C=C1C)=C=O)C)\C1=CC(=C(C=C1)OC)OCC1CC1)=O